FC(C1=C(C=CC(=C1)C(F)(F)F)CN1C[C@@H](N(C[C@H]1CC)C1=CC(N(C=2C=CC(=NC12)C#N)C)=O)C)(F)F 8-[(2S,5R)-4-{[2,4-Bis(trifluoromethyl)phenyl]methyl}-5-ethyl-2-methylpiperazin-1-yl]-5-methyl-6-oxo-5,6-dihydro-1,5-naphthyridin-2-carbonitril